[Si](C)(C)(C(C)(C)C)O[C@@H]1C[C@H](N(C1)C(=O)[C@H](C(C)(C)C)NC(OC(C)(C)C)=O)C=1N(C=CN1)CCC1=CC(=CC=C1)C1=C(N=CS1)C tert-butyl N-[(1S)-1-[(2S,4R)-4-[tert-butyl (dimethyl)silyl]oxy-2-[1-[2-[3-(4-methylthiazol-5-yl)phenyl]ethyl]imidazol-2-yl]pyrrolidine-1-carbonyl]-2,2-dimethyl-propyl]carbamate